Fmoc-6-aminohexanoic acid C1=CC=C2C(=C1)C(C3=CC=CC=C32)COC(=O)NCCCCCC(=O)O